N-(3-((3-amino-6-(6-methoxy-2-azaspiro[3.3]hept-2-yl)pyridin-2-yl)oxy)propyl)-2-Chloro-5-(trifluoromethyl)-7-((2-(trimethylsilyl)ethoxy)methyl)-7H-pyrrolo[2,3-d]pyrimidine NC=1C(=NC(=CC1)N1CC2(C1)CC(C2)OC)OCCCN2C(N=CC1=C2N(C=C1C(F)(F)F)COCC[Si](C)(C)C)Cl